N1=C(N=CC=C1)O[C@@H]1CC[C@H](CC1)CS(=O)(=O)O.N1=C(N=CC=C1)O[C@@H]1CC[C@H](CC1)OS(=O)(=O)C trans-methanesulfonic acid (4-pyrimidin-2-yloxycyclohexyl) ester (trans-(4-pyrimid-2-yloxycyclohexyl) methanesulfonate)